2-hexyldecylstearate C(CCCCC)C(COC(CCCCCCCCCCCCCCCCC)=O)CCCCCCCC